N[C@]1([C@@H]2N(C(=C(CO2)CSC2=NN=NN2)C(=O)O)C1=O)OC 7β-amino-7α-methoxyl-3-(5-tetrazolyl)thiomethyl-1-oxa-3-cephem-4-carboxylic acid